CCOC(=O)[C@@H](C)OC1=CC=C(C=C1)OC2=NC3=C(O2)C=C(C=C3)Cl ethyl (2R)-(+)-2-[4-(6-chlorobenzoxazol-2-yloxy)phenoxy]propionate